9-(4-chloro-2-fluoro-phenyl)-7-[(2S,6R)-2-(1-cyclopropylpyrazol-4-yl)-6-methyl-morpholin-4-yl]-2,3-dimethyl-pyrazino[1,2-a]pyrimidin-4-one ClC1=CC(=C(C=C1)C1=NC(=CN2C1=NC(=C(C2=O)C)C)N2C[C@@H](O[C@@H](C2)C)C=2C=NN(C2)C2CC2)F